CC1=CC=C(C2=CC=CC=C12)C 4-methylnaphthalen-1-ylmethane